COC1=CC=2N(C=C1NC(=O)C1=NC(=CC=C1)C(F)(F)F)C=C(N2)C2CCN(CC2)C(=O)OC(C)(C)C tert-butyl 4-(7-methoxy-6-(6-(trifluoromethyl)pyridine-2-carboxamido)imidazo[1,2-a]pyridin-2-yl)piperidine-1-carboxylate